C(C)(C)(C)C=1C=C2C=NN(C(C2=C(C1)F)=O)C1=NC=CC(=C1C=O)C=1C=C(C(N(C1)C)=O)NC1=NN2C(CN(CC2)C(=O)OC(C)(C)C)=C1 tert-butyl 2-[[5-[2-(6-tert-butyl-8-fluoro-1-oxo-phthalazin-2-yl)-3-formyl-4-pyridyl]-1-methyl-2-oxo-3-pyridyl]amino]-6,7-dihydro-4H-pyrazolo[1,5-a]pyrazine-5-carboxylate